picoline-2,5-diamine N1C(C=CC(=C1)N)(C)N